tert-butyl 4-[5-isopropyl-1-[4-(trifluoromethoxy)phenyl]pyrazol-3-yl]piperidine-1-carboxylate C(C)(C)C1=CC(=NN1C1=CC=C(C=C1)OC(F)(F)F)C1CCN(CC1)C(=O)OC(C)(C)C